O=C1NCCC12CNCCC2 1-oxo-2,7-diazaspiro[4.5]decan